F[C@H]1CN(CC[C@H]1NC1=C2C=C(N(C2=CC=C1)CC(F)(F)F)C#CCNC1=C(C=C(C(=O)N[C@H](C(=O)O)CCC(=O)OC)C=C1)OC)C (S)-2-(4-((3-(4-(((3S,4R)-3-fluoro-1-methylpiperidin-4-yl)amino)-1-(2,2,2-trifluoroethyl)-1H-indol-2-yl)prop-2-yn-1-yl)amino)-3-methoxybenzamido)-5-methoxy-5-oxopentanoic acid